N-(3-(Dimethylamino)propyl)-6-(2-(4-fluoro-3-methylphenyl)pyridin-3-yl)imidazo[1,5-a]pyridine-3-carboxamide CN(CCCNC(=O)C1=NC=C2N1C=C(C=C2)C=2C(=NC=CC2)C2=CC(=C(C=C2)F)C)C